(R)-(3-(5-Fluoro-4-methoxythiazol-2-yl)-8-methyl-5,6-dihydro-[1,2,4]triazolo[4,3-a]pyrazin-7(8H)-yl)(4-fluorophenyl)methanone FC1=C(N=C(S1)C1=NN=C2N1CCN([C@@H]2C)C(=O)C2=CC=C(C=C2)F)OC